O=C1CCOC2=CC(=CC=C12)OC(C1=CC=C(C#N)C=C1)C1=C(C=NC=C1)C(F)(F)F 4-(((4-oxochroman-7-yl)oxy)(3-(trifluoromethyl)pyridin-4-yl)methyl)benzonitrile